O=CC[C@H](O)[C@H](O)CO 2-DEOXY-D-RIBOSE